(2S,6R)-1-((6-methoxypyridin-3-yl)methyl)-2,6-dimethylpiperazine COC1=CC=C(C=N1)CN1[C@H](CNC[C@H]1C)C